(S)-3,5-dichloro-N-(1-(1-(5-((dimethyl(oxo)-λ6-sulfaneylidene)amino)pyridin-2-yl)-1H-1,2,4-triazol-5-yl)ethyl)benzamide ClC=1C=C(C(=O)N[C@@H](C)C2=NC=NN2C2=NC=C(C=C2)N=S(=O)(C)C)C=C(C1)Cl